Diphenylmethylidene[(3,6-di-tert-butylfluorenyl){(2-trimethylsilylmethylallyl)cyclopentadienyl}]Hafnium Dichloride [Cl-].[Cl-].C1(=CC=CC=C1)C(C1=CC=CC=C1)=[Hf+2]C1(C(=CC=C1)C1=CC(=CC=2C3=CC(=CC=C3CC12)C(C)(C)C)C(C)(C)C)CC(=C)C[Si](C)(C)C